tert-butyl (3S)-3-(4-fluoropiperidine-1-carbonyl)-3,4-dihydro-1H-isoquinoline-2-carboxylate FC1CCN(CC1)C(=O)[C@H]1N(CC2=CC=CC=C2C1)C(=O)OC(C)(C)C